2,3-dihydropyridazin-4-carboxylic acid methyl ester COC(=O)C=1CNN=CC1